S=C1NC(C2=C(N1CC1=C(C=CC=C1)C1NCC(CC1)C(F)(F)F)C=CN2)=O 2-Thioxo-1-(2-(5-(trifluoromethyl)piperidin-2-yl)benzyl)-1,2,3,5-tetrahydro-4H-pyrrolo[3,2-d]pyrimidin-4-one